OC=1C=C2C(=CNC2=CC1)C(CNC1C(N(CC1)CC1=CC=C(C=C1)C)=O)=O 3-((2-(5-hydroxy-1H-indol-3-yl)-2-oxoethyl)amino)-1-(4-methylbenzyl)-2-oxopyrrolidine